C(C)(C)(C)N(C(O)=O)C1=C(C(=CC=C1)C(C)NCC1=C(C=C(C=C1)OCC1=CC=C(C=C1)OC)O)F.C(CCC)OCCOCCOC1=CC=C(C(=O)O)C=C1.C([C@@H](O)[C@@H](O)[C@H](O)[C@H](O)CO)O mannitol 4-(2-(2-butoxyethoxy)ethoxy)benzoate tert-butyl-N-(2-fluoro-3-{1-[({2-hydroxy-4-[(4-methoxyphenyl)methoxy]phenyl}methyl)amino]ethyl}phenyl)carbamate